CC1=CC=CC(=N1)C1=C(N=CN1)C=1C=C2C=C(C=NC2=CC1)C(=O)O[C@H]1[C@H](CCCC1)N (1R,2S)-2-aminocyclohexyl 6-(5-(6-methylpyridin-2-yl)-1H-imidazol-4-yl)quinoline-3-carboxylate